(2-(4-methylpiperazin-1-yl)ethyl)-5-(2-nitrophenyl)-2-(4-nitrophenyl)Azole-4-carboxamide CN1CCN(CC1)CCC1=C(NC(=C1C(=O)N)C1=C(C=CC=C1)[N+](=O)[O-])C1=CC=C(C=C1)[N+](=O)[O-]